C1=CC=CC=2C=CC=3C(=C4C=CC=CC4=NC3C21)C2=CC=C(C=C2)C2=C1C=CC=CC1=NC=1C3=C(C=CC21)C=CC=C3 1,4-bis(7-benzo[c]acridinyl)benzene